N-((3-fluoropyridin-4-yl)methyl)-5-methyl-6-(3-(trifluoromethyl)-7,8-dihydro-1,6-naphthyridin-6(5H)-yl)pyridazine-3-carboxamide FC=1C=NC=CC1CNC(=O)C=1N=NC(=C(C1)C)N1CC=2C=C(C=NC2CC1)C(F)(F)F